2,2-dimethylbenzidine CC1(C(=CC=C(C1)N)C1=CC=C(N)C=C1)C